NC1=C(C=CC(=C1)OC(F)(F)F)C(=O)N1CCC(CC1)C1=C2C(=NC=C1)NC(=N2)[C@H]2CNCC(O2)(C)C [2-amino-4-(trifluoromethoxy)phenyl]-[4-[2-[(2R)-6,6-dimethylmorpholin-2-yl]-3H-imidazo[4,5-b]pyridin-7-yl]-1-piperidyl]methanone